C[Pt](C1(C=CC=C1)CCC[Si](OC)(OC)C)(C)C trimethyl-[(methyldimethoxysilyl)propylcyclopentadienyl]Platinum (IV)